(3-oxo-1,3-dihydroisobenzofuran-1-yl) methacrylate C(C(=C)C)(=O)OC1OC(C2=CC=CC=C12)=O